C1(CC1)C(C1=CC=C(C=C1)N1C(N(CC1)C1=NC(=CC=C1)C1=NN=CN1C(C)C)=O)O 1-(4-(cyclopropyl(hydroxy)methyl)phenyl)-3-(6-(4-isopropyl-4H-1,2,4-triazol-3-yl)pyridin-2-yl)imidazolidin-2-one